C(C)(C)(C)[Si](OCC=O)(C)C (tert-Butyl-dimethylsil-yloxy)acetaldehyde